CN([P@@]1OCCS1)C (R)-2-(dimethylamino)-1,3,2-oxathiaphospholane